BrCC1=CC=C(C=C1)SC1CC1 (4-(bromomethyl)phenyl)(cyclopropyl)sulfane